7-methyltetradeca-6,10-diene-2,5-dione CC(=CC(CCC(C)=O)=O)CCC=CCCC